2,2'-bipyridine-4,4'-dicarboxaldehyde gold(III) [Au+3].N1=C(C=C(C=C1)C=O)C1=NC=CC(=C1)C=O